NC1=C(C=C(C=C1)C1=CC=C(C=C1)F)NC(C1=CC=C(C=C1)S(=O)(=N)C1=CC(=CC=C1)F)=O N-[2-amino-5-(4-fluorophenyl)phenyl]-4-[(3-fluorophenyl)sulfonimidoyl]benzamide